SCCC(C(=O)N)C 2-mercaptoethyl-propionamide